C(C)OB(OCC)O diethyl-boric acid